1-(cyclopropylcarbamoyl)-3-[(3R)-5,5-dimethyl-2-oxopyrrolidin-3-yl]Propyl acetate C(C)(=O)OC(CC[C@H]1C(NC(C1)(C)C)=O)C(NC1CC1)=O